O1CCOC12CCC(CC2)N2[C@@H](C=1C=3C=C(N=NC3NC1CC2)C2=C(C=CC=C2)OCOC)C (3R)-4-(1,4-dioxaspiro[4.5]decan-8-yl)-12-[2-(methoxymethoxy)phenyl]-3-methyl-4,8,10,11-tetrazatricyclo[7.4.0.02,7]trideca-1(9),2(7),10,12-tetraene